N1=C(C=CC=C1)SC=1C=C2C=NN(C(C2=CC1)=O)CC1=NN(C=C1)C1OCCCC1 6-(pyridin-2-ylthio)-2-((1-(tetrahydro-2H-pyran-2-yl)-1H-pyrazol-3-yl)methyl)phthalazin-1(2H)-one